8-[3-(1,2,4-thiadiazol-3-yl)-1-(2-trimethylsilylethoxymethyl)pyrrolo[2,3-b]pyridin-4-yl]-1,8-diazaspiro[5.5]undecane-1-carboxylic acid tert-butyl ester C(C)(C)(C)OC(=O)N1CCCCC12CN(CCC2)C2=C1C(=NC=C2)N(C=C1C1=NSC=N1)COCC[Si](C)(C)C